BrC=1C(=C(CC2C=CCCN2C(=O)OCC2=CC=CC=C2)C=CC1)F benzyl 6-(3-bromo-2-fluorobenzyl)-3,6-dihydropyridine-1(2H)-carboxylate